[K].[K].S1N(NC=C1S)S thiadiazole-2,5-dithiol dipotassium